2-methyl-1,3-diphenyl-1,3-propanediol benzoate diphenylphosphinate C1(=CC=CC=C1)P(=O)(C1=CC=CC=C1)OC(C(C(OC(C1=CC=CC=C1)=O)C1=CC=CC=C1)C)C1=CC=CC=C1